CS(=O)(=O)C1CC2(CC(C2)NC(OC(C)(C)C)=O)C1 tert-butyl (6-(methylsulfonyl)spiro[3.3]heptan-2-yl)carbamate